C(C)(C)(C)OC(=O)N1C(CN(CC1)[C@@H]1CC[C@H](CC1)N1C=C(C2=C1N=CN=C2N)C2=CC(=C(C=C2)OC2=CC=CC=C2)OC)C 4-((trans)-4-(4-amino-5-(3-methoxy-4-phenoxyphenyl)-7H-pyrrolo[2,3-d]pyrimidin-7-yl)cyclohexyl)-2-methylpiperazine-1-carboxylic acid (S)-tert-butyl ester